FC1=C(C=C(C=C1)N1CC2(CC1=O)C1CNCC2C1)C(F)(F)F 1'-(4-fluoro-3-(trifluoromethyl)phenyl)-3-azaspiro[bicyclo[3.1.1]heptane-6,3'-pyrrolidin]-5'-one